ClC1=CC=C(C(=N1)C1=NN=CN1C1OCCCC1)N[C@H](C)C=1C=C(C=C2C(N(C(=NC12)C1=CC=CC=C1)C)=O)C 8-[(1R)-1-({6-chloro-2-[4-(oxan-2-yl)-4H-1,2,4-triazol-3-yl]pyridin-3-yl}amino)ethyl]-3,6-dimethyl-2-phenyl-3,4-dihydroquinazolin-4-one